C(C)(C)N1C=CC=2C(=NC(=CC21)NC2=NC=CC(=C2)C)C=2CCN(CC2)C(C=C)=O 1-(4-(1-isopropyl-6-((4-methylpyridin-2-yl)amino)-1H-pyrrolo[3,2-c]pyridin-4-yl)-3,6-dihydropyridin-1(2H)-yl)prop-2-en-1-one